C12CN(CC(CC1)N2)C2=CC=CC(=N2)CNC=2C1=C(N=CN2)NC=C1C1CCOCC1 N-((6-(3,8-Diazabicyclo[3.2.1]octan-3-yl)pyridin-2-yl)methyl)-5-(tetrahydro-2H-pyran-4-yl)-7H-pyrrolo[2,3-d]pyrimidin-4-amine